C(C)N(C(=O)NC(C(=O)O)CCN(CCCCC1=NC=2NCCCC2C=C1)CCCF)CC 2-(diethylcarbamoylamino)-4-[3-fluoropropyl-[4-(5,6,7,8-tetrahydro-1,8-naphthyridin-2-yl)butyl]amino]butanoic acid